9-cis-octadecyl-ammonium chloride [Cl-].C(CCCCCCCCCCCCCCCCC)[NH3+]